FC(C1=NN=C(S1)NC(=O)C1=NN2C(C(N(CC2)CC2CCC(CC2)(F)F)=O)=C1C1CC1)F 3-cyclopropyl-5-(4,4-difluorocyclohexylmethyl)-4-oxo-4,5,6,7-tetrahydropyrazolo[1,5-a]pyrazine-2-carboxylic acid (5-difluoromethyl[1,3,4]thiadiazol-2-yl)amide